C1(=CC=CC2=CC=CC=C12)C1=C(C=CC(=C1)NC1=CC=CC=C1)C1=CC=C(NC2=CC=CC=C2)C=C1 naphthalene-1-yl-N,N'-diphenyl-benzidine